FC(C=1N=C(SC1)O[C@@H]1CN(CC1)C(=O)OC(C)(C)C)(F)F (S)-tert-butyl 3-(4-(trifluoromethyl)thiazol-2-yloxy)pyrrolidine-1-carboxylate